N1CCC(CC1)CCOC1=CC2=CC=CC=C2C=C1 2-[2-(piperidin-4-yl)ethoxy]naphthalen